O1C(COCC1)[2H] 1,4-dioxane-d